N[C@H]([C@@H](C)O)CC1=CC=CC=C1 3(S)-AMINO-4-PHENYL-BUTAN-2(R)-OL